FC(C1=NOC(=N1)CC(C(=O)O)=C)(C1=CC=C(C=C1)OC(F)(F)F)F 2-((3-(difluoro(4-(trifluoromethoxy)phenyl)methyl)-1,2,4-oxadiazol-5-yl)methyl)acrylic acid